N-(1-cyclopropyl-2-methyl-1H-benzo[d]imidazol-5-yl)-4-((2-hydroxyethyl)sulphonamido)-2-(6-azaspiro[2.5]oct-6-yl)benzamide C1(CC1)N1C(=NC2=C1C=CC(=C2)NC(C2=C(C=C(C=C2)NS(=O)(=O)CCO)N2CCC1(CC1)CC2)=O)C